N-(3-(4-(dimethylamino)phenyl)propyl)-6-methyl-2-(trifluoromethyl)thieno[2,3-d]pyrimidin-4-amine CN(C1=CC=C(C=C1)CCCNC=1C2=C(N=C(N1)C(F)(F)F)SC(=C2)C)C